6-(aminomethyl)-N-ethyl-N-methylpyridineamide hydrochloride Cl.NCC1=CC=CC(=N1)C(=O)N(C)CC